C(C)(=O)OCC(CCCC(C)(C1=CC(=CC=C1)I)C1=CN=C(N1)C=1C=C(OC=2C(=C3C=CN(C3=CC2F)S(=O)(=O)C2=CC=CC=C2)CS(=O)(=O)CC(=O)OCC)C=CC1F)(C)C ethyl 2-(((5-(3-(5-(7-acetoxy-2-(3-iodophenyl)-6,6-dimethylheptan-2-yl)-1H-imidazol-2-yl)-4-fluorophenoxy)-6-fluoro-1-(phenylsulfonyl)-1H-indol-4-yl)methyl)sulfonyl)acetate